1,1-dibutyl-2-methyl-pyrrolium chloride [Cl-].C(CCC)[N+]1(C(=CC=C1)C)CCCC